Benzyl N-[1-[2-[4-[1-(2,6-dioxo-3-piperidyl)-3-methyl-2-oxo-benzimidazol-4-yl]-1-piperidyl] ethyl]-4-piperidyl]carbamate O=C1NC(CCC1N1C(N(C2=C1C=CC=C2C2CCN(CC2)CCN2CCC(CC2)NC(OCC2=CC=CC=C2)=O)C)=O)=O